N-(2-methoxyethyl)-5-methylpyrazol COCCN1N=CC=C1C